ClC1=CC(=C2C=NNC2=C1)C1(C[C@@H]2[C@@H](CN(C2)S(=O)(=O)NC)C1)O (3ar,5r,6as)-5-(6-chloro-1H-indazol-4-yl)-5-hydroxy-N-methyl-hexahydrocyclopenta[c]pyrrole-2(1H)-sulfonamide